5-amino-1-(2-methoxyethyl)indol-2-one NC=1C=C2CC(N(C2=CC1)CCOC)=O